Cl.Cl.FC(C=1C=C(C=CC1)N1CCNCC1)(F)F 4-[3-(trifluoromethyl)phenyl]piperazine dihydrochloride